BrC1=CC(=C(C=C1)C=1NC(C2=C(N1)CCSC2)=O)I 2-(4-bromo-2-iodophenyl)-3,5,7,8-tetrahydro-4H-thiopyrano[4,3-d]pyrimidin-4-one